Fmoc-sarcosinol C(=O)(OCC1C2=CC=CC=C2C2=CC=CC=C12)N(C)CCO